8-acetyl-2-(3,3-dimethylpiperidin-1-yl)-3,6-dimethylquinazolin-4(3H)-one C(C)(=O)C=1C=C(C=C2C(N(C(=NC12)N1CC(CCC1)(C)C)C)=O)C